tert-butyl {(2S)-4-hydroxy-3-oxo-1-[(3S)-2-oxopyrrolidin-3-yl]butan-2-yl}carbamate OCC([C@H](C[C@H]1C(NCC1)=O)NC(OC(C)(C)C)=O)=O